tert-Butyl 3-(5-(cyanomethoxy)-7-(thiazol-2-yl)benzo[d]oxazol-2-yl)-3,8-diazabicyclo[3.2.1]octane-8-carboxylate C(#N)COC=1C=C(C2=C(N=C(O2)N2CC3CCC(C2)N3C(=O)OC(C)(C)C)C1)C=1SC=CN1